Tryptophan TFA salt OC(=O)C(F)(F)F.N[C@@H](CC1=CNC2=CC=CC=C12)C(=O)O